bicyclo-[2.2.1]heptene C12=CCC(CC1)C2